3-[(E)-3-(4-Carboxyphenyl)-3-oxoprop-1-enyl]benzoic acid C(=O)(O)C1=CC=C(C=C1)C(/C=C/C=1C=C(C(=O)O)C=CC1)=O